CN1C=2C=3C=CN=C([C@H](CCC[C@H](CNC2C=N1)C)N)C3 (9R,13S)-3,9-dimethyl-3,4,7,15-tetraazatricyclo[12.3.1.02,6]octadeca-1(18),2(6),4,14,16-pentaen-13-amine